C1(=CC=CC=C1)P(=O)(C1=CC=CC=C1)C1=C(C=CC=C1)O.[Li] lithium 2-(diphenylphosphoryl)-phenol